(S)-6-fluoro-1-(5-(3-methyl-1-(4-methyl-4H-1,2,4-triazol-3-yl)cyclobutyl)pyridin-3-yl)-4-((3-methylpiperidin-1-yl)methyl)benzoindol-2(1H)-one FC1=CC=CC=2C1=CC(=C1CC(N(C21)C=2C=NC=C(C2)C2(CC(C2)C)C2=NN=CN2C)=O)CN2C[C@H](CCC2)C